BrC1=C(C(=O)O)C=C(C(=C1Br)Br)Br 2,3,4,5-tetrabromobenzoic acid